methyl ((2S,E)-7-(dimethylamino)-1-((1-((7-(1-hydroxy-2-methylpropyl)-1H-benzo[d]imidazol-2-yl)methyl)-2-oxo-1,2-dihydropyridin-3-yl)amino)-1,7-dioxohept-5-en-2-yl)carbamate CN(C(/C=C/CC[C@@H](C(=O)NC=1C(N(C=CC1)CC1=NC2=C(N1)C(=CC=C2)C(C(C)C)O)=O)NC(OC)=O)=O)C